N-((S)-2-((4-(2-Methoxy-1-((S)-2-oxo-4-(trifluoromethyl)imidazolidin-1-yl)ethyl)pyridin-2-yl)amino)-1-((1r,4S)-4-methylcyclohexyl)-2-oxoethyl)-4-methyloxazole-5-carboxamide COCC(N1C(N[C@@H](C1)C(F)(F)F)=O)C1=CC(=NC=C1)NC([C@H](C1CCC(CC1)C)NC(=O)C1=C(N=CO1)C)=O